NCC[C@H]1N([C@H](CC1)C)C(=O)OC(C)(C)C tert-butyl (2S,5S)-2-(2-aminoethyl)-5-methylpyrrolidine-1-carboxylate